C(C)[Si](OC)(CC)C(C#N)C diethyl-methoxysilyl-propionitrile